p-xylylene dicarbamate C(N)(OCC1=CC=C(C=C1)COC(N)=O)=O